5-((5-methyl-4-(pent-3-ylamino)pyrimidin-2-yl)amino)-7-(trifluoromethyl)benzo[c][1,2]oxaborole-1(3H)-ol CC=1C(=NC(=NC1)NC1=CC2=C(B(OC2)O)C(=C1)C(F)(F)F)NC(CC)CC